BrC=1C(=NC(=NC1)C#C[Si](C)(C)C(C)(C)C)C 5-bromo-2-[2-(tert-butyldimethylsilyl)ethynyl]-4-methylpyrimidine